3,4-ethylenedi-oxythiophene C1OC2=CSC=C2OC1